BrC=1C=C(C=C(C1F)F)NC(=O)[C@@H]1CN(CC1)C(=O)C=1NC(=CC1)C (S)-N-(3-bromo-4,5-difluorophenyl)-1-(5-methyl-1H-pyrrole-2-carbonyl)pyrrolidine-3-carboxamide